C1CC12CNCCC2C(=O)N 5-azaspiro[2.5]octane-8-carboxamide